Allyl (S)-(2-(2-(hydroxymethyl)-4-methyl-2,3-dihydro-1H-pyrrole-1-carbonyl)-4-methoxy-5-((triisopropylsilyl)oxy)phenyl)carbamate OC[C@H]1N(C=C(C1)C)C(=O)C1=C(C=C(C(=C1)OC)O[Si](C(C)C)(C(C)C)C(C)C)NC(OCC=C)=O